(S)-2-(cyanomethyl)-4-(7-((2,3-dihydrobenzofuran-7-yl)methyl)-2-(((S)-1-methylpyrrolidin-2-yl)methoxy)imidazo[2,1-f][1,2,4]triazin-4-yl)piperazine-1-carboxylic acid benzyl ester C(C1=CC=CC=C1)OC(=O)N1[C@H](CN(CC1)C1=NC(=NN2C1=NC=C2CC2=CC=CC=1CCOC12)OC[C@H]1N(CCC1)C)CC#N